1,3,3-trifluoropropene FC=CC(F)F